C1(=CC=CC=2OC3=C(C21)C=CC=C3)C3=CC(=C(C=C3)B(O)O)NC3=CC=CC=C3 (4-(dibenzo[b,d]furan-1-yl)-2-(phenylamino)phenyl)boronic acid